CO[Si](Cl)(C)C monomethoxydimethyl-chlorosilane